piperidine-4-carboxamide hydrochloride salt Cl.N1CCC(CC1)C(=O)N